2,2',2''-(10-(4-((2-aminoethyl)amino)-1-carboxy-4-oxobutyl)-1,4,7,10-tetraazacyclododecane-1,4,7-triyl)triacetic acid NCCNC(CCC(C(=O)O)N1CCN(CCN(CCN(CC1)CC(=O)O)CC(=O)O)CC(=O)O)=O